8-(tert-butyl) 3-methyl (1R,3r,5S)-3-benzyl-8-azabicyclo[3.2.1]octane-3,8-dicarboxylate C(C1=CC=CC=C1)C1(C[C@H]2CC[C@@H](C1)N2C(=O)OC(C)(C)C)C(=O)OC